N-[2-(1-benzylpiperidin-4-yl)ethyl]-1-(3-cyanophenyl)piperidine-4-carboxamide C(C1=CC=CC=C1)N1CCC(CC1)CCNC(=O)C1CCN(CC1)C1=CC(=CC=C1)C#N